COC=1C=2C(C=C(OC2C=C(C1)O)C1=CC(O)=C(O)C=C1)=O O-methylluteolin